benzyl 4-(4-chloro-3-nitrophenyl)piperazine-1-carboxylate ClC1=C(C=C(C=C1)N1CCN(CC1)C(=O)OCC1=CC=CC=C1)[N+](=O)[O-]